[BrH2+].[BrH2+] bromonium bromonium